(4R)-1-[(1S,2R)-2-amino-3,3-difluorocyclohexyl]-N-(cyclopropylmethyl)-N-methylazepan-4-amine N[C@@H]1[C@H](CCCC1(F)F)N1CC[C@@H](CCC1)N(C)CC1CC1